3-((3-exo)-3-(7-methoxy-5-((5-methyl-1H-pyrazol-3-yl)amino)-3H-imidazo[4,5-b]pyridin-3-yl)-8-azabicyclo[3.2.1]octan-8-yl)propionitrile COC1=C2C(=NC(=C1)NC1=NNC(=C1)C)N(C=N2)C2CC1CCC(C2)N1CCC#N